[N+](=O)([O-])C1=C2CNCC2=CC=C1O 4-nitro-2,3-dihydro-1H-isoindol-5-ol